N-(3-(6-amino-8-((6-(dimethylamino)benzo[d][1,3]dioxol-5-yl)thio)-9H-purin-9-yl)propyl)ethane-2-sulfonamide NC1=C2N=C(N(C2=NC=N1)CCCNS(=O)(=O)CC)SC1=CC2=C(OCO2)C=C1N(C)C